tert-butyl ethyl(1-(5-methoxy-4-(7-(methylsulfonyl)pyrazolo[1,5-c]pyrimidin-5-yl)pyridin-2-yl)ethyl)carbamate C(C)N(C(OC(C)(C)C)=O)C(C)C1=NC=C(C(=C1)C1=CC=2N(C(=N1)S(=O)(=O)C)N=CC2)OC